5-(2,2-dioxido-2-thia-1,3,8-triazaspiro[4.5]decan-8-yl)-3-(1-methyl-1H-pyrazol-4-yl)pyrazine-2-carbonitrile O=S1(NC2(CN1)CCN(CC2)C=2N=C(C(=NC2)C#N)C=2C=NN(C2)C)=O